Triethylene Glycol Di-n-Octanoate C(CCCCCCC)(=O)OCCOCCOCCOC(CCCCCCC)=O